N-[2-(2-carbamoyl-2-methylideneethyl)-7-(3-methyl-1H-indazol-5-yl)-3-oxo-2,3-dihydro-1H-isoindol-5-yl]-1-methylpiperidine-4-carboxamide C(N)(=O)C(CN1CC2=C(C=C(C=C2C1=O)NC(=O)C1CCN(CC1)C)C=1C=C2C(=NNC2=CC1)C)=C